C(#N)C1=CC=C(C(=O)SC2=CC=C(C=C2)C)C=C1 S-(p-tolyl) 4-cyanothiobenzoate